bicyclo[1.1.1]pentane-1,3-dicarboxylic acid [4-(4-guanidino-cyclohex-1-enyl)-phenyl]-amide (4-guanidinomethyl-phenyl)-amide N(C(=N)N)CC1=CC=C(C=C1)NC(=O)C12CC(C1)(C2)C(=O)NC2=CC=C(C=C2)C2=CCC(CC2)NC(=N)N